methyl (1r,4r)-4-(6-((6-methoxy-2-methyl-1,2,3,4-tetrahydroisoquinolin-7-yl)amino)-1H-pyrazolo[3,4-d]pyrimidin-1-yl)cyclohexane-1-carboxylate COC=1C=C2CCN(CC2=CC1NC1=NC=C2C(=N1)N(N=C2)C2CCC(CC2)C(=O)OC)C